C(C)(=O)C1=CNC(C2=C(C(=CC=C12)F)F)=O 4-acetyl-7,8-difluoro-2H-isoquinolin-1-one